C(C)(C)(C)OC(=O)C=1C(=NN(C1)C(=N)N)C(=O)OC(C)(C)C bis(tert-butoxycarbonyl)-1H-pyrazole-1-carboxamidine